diazacyclopentane-3-carboxamide N1NC(CC1)C(=O)N